3-(3-bromophenyl)aminopropionic acid BrC=1C=C(C=CC1)NCCC(=O)O